1-(6-(1-hydroxy-ethyl)-pyridin-2-yl)-ethanol OC(C)C1=CC=CC(=N1)C(C)O